6-(4-(5-(1,3-dioxolan-2-yl)pyridin-2-yl)-6-fluoroindolin-1-yl)-N-((1R,2S)-2-fluorocyclopropyl)-8-((4-methoxybenzyl)(methyl)amino)imidazo[1,2-b]pyridazine-3-carboxamide O1C(OCC1)C=1C=CC(=NC1)C1=C2CCN(C2=CC(=C1)F)C=1C=C(C=2N(N1)C(=CN2)C(=O)N[C@H]2[C@H](C2)F)N(C)CC2=CC=C(C=C2)OC